N1N=CC(=C1)C1CC(CNC1)N=S(=O)(C)C ((5-(1H-pyrazol-4-yl)piperidin-3-yl)imino)dimethyl-λ6-sulfanone